((4-bromo-2-fluorophenyl)amino)-1-methyl-4-((1-(methylsulfonyl)indol-4-yl)oxy)-6-oxo-1,6-dihydropyridine-3-carboxamide BrC1=CC(=C(C=C1)NC=1N(C(C=C(C1C(=O)N)OC1=C2C=CN(C2=CC=C1)S(=O)(=O)C)=O)C)F